2-[6-[3-[1-(5-chloropyrimidin-2-yl)-4-piperidyl]propoxy]-3-pyridyl]-1-[3-[[[(2S,3R,4R,5R)-2,3,4,5,6-pentahydroxyhexyl]amino]methyl]-azetidin-1-yl]ethanone ClC=1C=NC(=NC1)N1CCC(CC1)CCCOC1=CC=C(C=N1)CC(=O)N1CC(C1)CNC[C@@H]([C@H]([C@@H]([C@@H](CO)O)O)O)O